N-[[4-(4,4,5,5-tetramethyl-1,3,2-dioxaborolan-2-yl)phenyl]methyl]-3,4-dihydro-2H-1,4-benzoxazine-2-carboxamide CC1(OB(OC1(C)C)C1=CC=C(C=C1)CNC(=O)C1OC2=C(NC1)C=CC=C2)C